4-methoxyl-α-naphthol O(C)C1=CC=C(C2=CC=CC=C12)O